C(C)OC1=C(C=C(C=C1)CC1=NNC(C2=CC=CC=C12)=O)C1=CC2=C(NC(=N2)NC(=O)NCC)C=C1 1-(5-(2-ethoxy-5-((4-oxo-3,4-dihydrophthalazin-1-yl)methyl)phenyl)-1H-benzimidazol-2-yl)-3-ethylurea